dimethyl-trithiol CC1=C(SSS1)C